2-((3,5-Dimethoxyphenyl)amino)thiazole-4-thiocarboxamide COC=1C=C(C=C(C1)OC)NC=1SC=C(N1)C(N)=S